1-methyl-5-(trimethylsilyl)-1H-imidazole CN1C=NC=C1[Si](C)(C)C